aminononanoic acid NC(C(=O)O)CCCCCCC